(2R,4S)-5,5-dihydroxy-9-(1-{2-[(2-hydroxyethoxy)amino]-2-oxoethyl}azetidin-3-yl)oxy-5-boranuidatricyclo[5.4.0.02,4]undeca-1(11),7,9-triene-8-carboxylic acid O[B-]1([C@H]2C[C@H]2C2=CC=C(C(=C2C1)C(=O)O)OC1CN(C1)CC(=O)NOCCO)O